3-(3-fluorophenyl)-5-(3-methoxy-1-(1-methylpiperidin-4-yl)-1H-pyrazol-4-yl)-1-tosyl-1H-pyrrolo[2,3-b]pyridine FC=1C=C(C=CC1)C1=CN(C2=NC=C(C=C21)C=2C(=NN(C2)C2CCN(CC2)C)OC)S(=O)(=O)C2=CC=C(C)C=C2